2-[[4-[6-[[1-(cyanomethyl)pyrazol-3-yl]methoxy]-2-pyridyl]-2,5-difluorophenyl]methyl]-3-[[(2S)-oxetan-2-yl]methyl]benzimidazole-5-carboxylic acid C(#N)CN1N=C(C=C1)COC1=CC=CC(=N1)C1=CC(=C(C=C1F)CC=1N(C2=C(N1)C=CC(=C2)C(=O)O)C[C@H]2OCC2)F